CC1(CC(C1)([2H])N1N=CC(=C1C(F)(F)F)C(CC1=NC=CC=N1)=O)O[Si](C)(C)C 1-(1-(3-Methyl-3-((trimethylsilyl)oxy)cyclobutyl-1-d)-5-(trifluoromethyl)-1H-pyrazol-4-yl)-2-(pyrimidin-2-yl)ethan-1-one